(2-fluoro-3-methoxy-6-(3-methyl-1H-1,2,4-triazol-1-yl)phenyl)methylamine FC1=C(C(=CC=C1OC)N1N=C(N=C1)C)CN